C(C)(C)(C)OC(=O)N1CCN(CC1)C1=NC(=NC2=CC=C(C=C12)C=1C=NC(=C(C1)NS(=O)(=O)C1=C(C=C(C=C1)F)F)OC)N 4-(2-amino-6-(5-((2,4-difluorophenyl)sulfonamido)-6-methoxypyridin-3-yl)quinazolin-4-yl)piperazine-1-carboxylic acid tert-butyl ester